C1=CC=CC=2C=CC=3N(C=4C=CC=CC4C3C21)C=2C(=C(C=CC2)N(C2=CC=CC1=CC=CC=C21)C2=CC=CC1=CC=CC=C21)Br N-(3-(7H-benzo[c]carbazol-7-yl)-2-bromophenyl)-N-(naphthalen-1-yl)naphthalen-1-amine